4-(6-Fluoropyridin-3-yl)-1-(3-(pyridin-4-yl)-1H-pyrazol-5-yl)piperidin FC1=CC=C(C=N1)C1CCN(CC1)C1=CC(=NN1)C1=CC=NC=C1